3-chloro-5'-fluoro-2'-hydroxy-5-methyl-3'-(2-(piperazin-1-yl)pyridin-4-yl)-[1,1'-biphenyl] ClC=1C=C(C=C(C1)C)C1=C(C(=CC(=C1)F)C1=CC(=NC=C1)N1CCNCC1)O